5-(1-methylcyclopropoxy)-1H-pyrazolo[4,3-b]pyridine CC1(CC1)OC1=CC=C2C(=N1)C=NN2